CCCCCCC(CCCCCCCCCCC(=O)OC(C)C)O Isopropyl Hydroxystearate